(2S,4R)-N-((R)-3-([1,1'-biphenyl]-4-yl)-1-amino-1-oxopropan-2-yl)-1-((S)-2-(4-((2-acetamidoethoxy)methyl)-1H-1,2,3-triazol-1-yl)-3,3-dimethylbutyryl)-4-hydroxypyrrolidine-2-carboxamide C1(=CC=C(C=C1)C[C@H](C(=O)N)NC(=O)[C@H]1N(C[C@@H](C1)O)C([C@H](C(C)(C)C)N1N=NC(=C1)COCCNC(C)=O)=O)C1=CC=CC=C1